Dipropylene Glycol Monoacrylate C(C=C)(=O)O.CC(COC(C)CO)O